FC1(CCN(CCC1)C1=NC=2C=C3C(=CC2C=C1C(=O)O)OCO3)F 6-(4,4-difluoroazepan-1-yl)-[1,3]dioxolo[4,5-g]quinoline-7-carboxylic acid